C(C)C1(CCCCC1)OC(=O)C=1C=C(C=CC1)C1C2C=CC(C1)C2=O 5-(3-(1-ethylcyclohexyloxycarbonyl)phenyl)-7-oxo-bicyclo[2.2.1]Hept-2-ene